C(OC1=C(C=CC2=CC=CC=C12)C(=O)O)COC1=C(C=CC2=CC=CC=C12)C(=O)O (ethylenedioxy)di-2-naphthoic acid